C(C)(C)(C)C1N(CC12CNC2)C(=O)O t-butyl-2,6-diazaspiro[3.3]heptane-2-carboxylic acid